[Co].FC(F)(F)C(=CC1=CC=CC=C1)C(F)(F)F bis(trifluoromethyl)styrene cobalt